C(C)(C1=C(C(=CC(=C1)CC(C)C)C(C)(C)C)O)C1=C(C(=CC(=C1)CC(C)C)C(C)(C)C)O 2,2'-ethylidene-bis(6-tert-butyl-4-isobutylphenol)